3-(6-(2,2-Dimethylazetidin-1-yl)-1-methyl-1H-pyrazolo[3,4-d]pyrimidin-3-yl)-2,6-difluoro-5-(trifluoromethyl)phenol CC1(N(CC1)C1=NC=C2C(=N1)N(N=C2C=2C(=C(C(=C(C2)C(F)(F)F)F)O)F)C)C